NC1=NC=NN2C1=C(C=C2C2CCOCC2)C2=CC=C(C=C2)C2=C(C(N(C=C2)C2=CC=CC=C2)=O)C(=O)N {4-[4-amino-7-(tetrahydro-2H-pyran-4-yl)-pyrrolo[2,1-f][1,2,4]triazin-5-yl]phenyl}-2-oxo-1-phenyl-1,2-dihydropyridine-3-carboxamide